1,7-dioxaspiro[4.4]nonane O1CCCC12COCC2